(2R,3R,4S,5R)-2-(acetoxymethyl)-5-(2-fluoro-9H-purin-9-yl)tetrahydrofuran-3,4-diyl diacetate C(C)(=O)O[C@@H]1[C@H](O[C@H]([C@H]1OC(C)=O)N1C2=NC(=NC=C2N=C1)F)COC(C)=O